OC=1C=CC=2C(=C3NC4=CC=CC=C4C3=CC2)C1 2-hydroxy-11H-benzo[a]carbazole